CN(CC1=CC=CC=C1)C[C@H](O)C1=CC(=CC=C1)C(F)(F)F (αR)-α-[[methyl(phenylmethyl)amino]methyl]-3-(trifluoromethyl)benzenemethanol